C(C)(C)(C)OC(=O)N1C(C2=C(C=CC=C2C1)NC=1C=C2C=CN(C2=CC1)C)=O 7-[(1-methylindol-5-yl)amino]-1-oxo-isoindoline-2-carboxylic acid tert-butyl ester